(R)-1-((6-(3'-((7-bromo-2-(difluoromethyl)pyrido[3,2-d]pyrimidin-4-yl)amino)-2-chloro-2'-methyl-[1,1'-biphenyl]-3-yl)-methoxypyridin-3-yl)methyl)pyrrolidine-3-carboxylate BrC1=CC=2N=C(N=C(C2N=C1)NC=1C(=C(C=CC1)C1=C(C(=CC=C1)C1=CC=C(C(=N1)OC)CN1C[C@@H](CC1)C(=O)[O-])Cl)C)C(F)F